NC1=NC2=CC=C(C=C2C=C1C)C(=O)N(CC(C)C)CC1=NC=C(C=C1)C(F)F 2-amino-N-((5-(difluoromethyl)-2-pyridinyl)methyl)-3-methyl-N-(2-methylpropyl)-6-quinolinecarboxamide